ClC1=C(C=CC=C1)C1=NC=2N(C(N(C(C2N1C1=CC=C(C=C1)Cl)=O)C)=O)CC1CCN(CC1)C[C@@H]1OC(OC1)(C)C 8-(2-chlorophenyl)-7-(4-chlorophenyl)-3-[(1-[[(4S)-2,2-dimethyl-1,3-dioxolan-4-yl]methyl]piperidin-4-yl)methyl]-1-methyl-2,3,6,7-tetrahydro-1H-purine-2,6-dione